ON=C(C1(CC(=CC=C1)Cl)Cl)Cl N-hydroxy-m-dichlorobenzimidoyl chloride